C(C)OC=1C=C(C=CC1C=1NC(C2=C(N1)NN=N2)=O)C2=CC(=CC=C2)NC(C(=O)O)(C)C 2-((3'-ethoxy-4'-(7-oxo-6,7-dihydro-3H-[1,2,3]triazolo[4,5-d]pyrimidin-5-yl)-[1,1'-biphenyl]-3-yl)amino)-2-methylpropanoic acid